2-(1-(pyridin-2-yl)ethylidene)hydrazine-1-carbothioamide N1=C(C=CC=C1)C(C)=NNC(N)=S